3-(3-Ethyl-4-oxo-spiro[6,8-dihydro-5H-pyrazolo[4,3-c]azepin-7,4'-tetrahydropyran]-1-yl)propyl-2-methylpyrazol-3-carboxylat C(C)C1=NN(C2=C1C(NCC1(CCOCC1)C2)=O)CCCOC(=O)C=2N(N=CC2)C